6-(4-Fluorophenyl)-2,2,4-trimethyl-N-pentylpiperazine-1-carboxamide hydrochloride Benzyl-5-(4-fluorophenyl)-3,3-dimethyl-4-(pentylcarbamoyl)piperazine-1-carboxylate C(C1=CC=CC=C1)OC(=O)N1CC(N(C(C1)C1=CC=C(C=C1)F)C(NCCCCC)=O)(C)C.Cl.FC1=CC=C(C=C1)C1CN(CC(N1C(=O)NCCCCC)(C)C)C